(Z)-1-(3-(5-methyl-2-propylphenyl)-4-oxothiazolidine-2-ylidene)-3-(1-(4-(1-(4-(trifluoromethoxy)phenyl)-1H-1,2,4-triazol-3-yl)phenyl)ethoxy)urea CC=1C=CC(=C(C1)N1/C(/SCC1=O)=N/C(=O)NOC(C)C1=CC=C(C=C1)C1=NN(C=N1)C1=CC=C(C=C1)OC(F)(F)F)CCC